(S)-tert-butyl 4-((S)-3-(2-oxa-7-azaspiro[3.5]nonan-7-ylmethyl)-10-bromo-9-chloro-5-oxo-3,5-dihydro-2H-[1,4]thiazino[2,3,4-ij]quinazolin-7-yl)-3-methylpiperazine-1-carboxylate C1OCC12CCN(CC2)C[C@H]2CSC=1C(=C(C=C3C(=NC(N2C13)=O)N1[C@H](CN(CC1)C(=O)OC(C)(C)C)C)Cl)Br